(1,2,2,6,6-pentamethyl-4-piperidinyl) butane-1,2,3,4-tetracarboxylate C(C(C(CC(=O)[O-])C(=O)[O-])C(=O)[O-])C(=O)OC1CC(N(C(C1)(C)C)C)(C)C